4-bromo-2-(4-(difluoromethylene)piperidin-1-yl)-6-fluorobenzoyl chloride BrC1=CC(=C(C(=O)Cl)C(=C1)F)N1CCC(CC1)=C(F)F